methyl 2-[1-(3,6-dimethyl-2-methylsulfanyl-4-oxo-quinazolin-8-yl)ethylamino]benzoate CN1C(=NC2=C(C=C(C=C2C1=O)C)C(C)NC1=C(C(=O)OC)C=CC=C1)SC